3-[3-(4-bromo-2-methyl-indazol-3-yl)propylamino]propan-1-ol BrC=1C2=C(N(N=C2C=CC1)C)CCCNCCCO